O=C1NC(CCC1N1C(C2=CC=CC(=C2C1=O)NCCOCCOCCNC(CCCCOC1=C(C=C2C(=NC(=NC2=C1)C)N[C@H](C)C1=CC=CC=C1)OC)=O)=O)=O N-(2-(2-(2-((2-(2,6-dioxopiperidin-3-yl)-1,3-dioxoisoindolin-4-yl)amino)ethoxy)ethoxy)ethyl)-5-((6-methoxy-2-methyl-4-(((R)-1-phenylethyl)amino)quinazolin-7-yl)oxy)pentanamide